ClC1=C(C(=O)NCCCCl)C(=CC=C1[N+](=O)[O-])Cl 2,6-dichloro-N-(3-chloropropyl)-3-nitrobenzamide